COCC(C)C1C(CC(CC1)C)O 2-(2-methoxy-1-methylethyl)-5-methylcyclohexanol